N-[(3R)-1-(3-methoxypropanoyl)pyrrolidin-3-yl]-5-(1-phenyl-1H-pyrazol-4-yl)-N-propyl-1H-pyrrole-2-carboxamide COCCC(=O)N1C[C@@H](CC1)N(C(=O)C=1NC(=CC1)C=1C=NN(C1)C1=CC=CC=C1)CCC